2-(2-(2-((2,2-diphenylvinyl)oxy)ethoxy)ethoxy)ethan-1-ol C1(=CC=CC=C1)C(=COCCOCCOCCO)C1=CC=CC=C1